1-(1,2-dimethyl-propyl)-N,5-dimethyl-N-pyridazin-4-yl-pyrazole-4-carboxamide CC(C(C)C)N1N=CC(=C1C)C(=O)N(C1=CN=NC=C1)C